ethyl 2,5-dimethyl-1-phenyl-4-sulfamoyl-pyrrole-3-carboxylate CC=1N(C(=C(C1C(=O)OCC)S(N)(=O)=O)C)C1=CC=CC=C1